(2R,3S)-1-(tert-butoxycarbonyl)-3-(4-(tert-butoxycarbonyl)piperazine-1-carbonyl)piperidine-2-carboxylic acid C(C)(C)(C)OC(=O)N1[C@H]([C@H](CCC1)C(=O)N1CCN(CC1)C(=O)OC(C)(C)C)C(=O)O